C(CCC)OC(=O)C1=NC=2CCC[C@@H](C2C=C1)N(CCC1=C(C=CC=C1)OCC1=C(C=C(C=C1)C1=CC=C(C=C1)C(F)(F)F)Cl)CCC1=CC=C(C=C1)C(=O)OCCCC Butyl-(5S)-5-({2-[4-(butoxycarbonyl)phenyl]ethyl}[2-(2-{[3-chloro-4'-(trifluoromethyl)[biphenyl]-4-yl]methoxy}phenyl)ethyl]amino)-5,6,7,8-tetrahydrochinoline-2-carboxylate